(R)- or (S)-2-Cyclopropyl-4-(2-cyclopropyl-benzyl)-6-[1-(2-fluoro-6-methyl-phenyl)-piperidin-4-yl]-7-methyl-2,4,6,7-tetrahydro-pyrazolo[4,3-d]pyrimidin-5-one C1(CC1)N1N=C2C(N(C(N([C@@H]2C)C2CCN(CC2)C2=C(C=CC=C2C)F)=O)CC2=C(C=CC=C2)C2CC2)=C1 |o1:10|